Cl.ClC1=C(C=CC=C1C=1C=NN(C1)CC(F)(F)F)[C@@]1(CC(N(C(N1)=N)[C@H]1C[C@H](C(CC1)(F)F)O)=O)C |o1:25,27| (6S)-6-{2-Chloro-3-[1-(2,2,2-trifluoroethyl)pyrazol-4-yl]phenyl}-3-[(1R*,3R*)-4,4-difluoro-3-hydroxycyclohexyl]-2-imino-6-methylhexahydropyrimidin-4-one hydrochloride